6-bromo-4'-tert-butyl-4-methyl-[1,1'-biphenyl]-2-carboxylic acid methyl ester COC(=O)C=1C(=C(C=C(C1)C)Br)C1=CC=C(C=C1)C(C)(C)C